BrC1=C2CCC3(CCC=4C(NC(=NC4C3)SC)=O)C2=CC=C1 4-bromo-2'-(methylthio)-2,3,5',8'-tetrahydro-3'H-spiro[indene-1,7'-quinazolin]-4'(6'H)-one